F[C@]1([C@@H](O[C@@H]([C@H]1O)CO)N1C(=O)N=C(NC(C2=CC=CC=C2)=O)C=C1)C 2'-deoxy-2'-fluoro-2'-C-methyl-N4-benzoylcytidine